C=1(C(=CC=CC1)CNC([O-])=O)CNC([O-])=O Xylylenbiscarbamat